FC(C1=NN(C=N1)C1CC2(CN(C2)C(=O)N2CC3(C2)CC(C3)CC=3NC=C(N3)C(F)(F)F)C1)F [6-[3-(difluoromethyl)-1,2,4-triazol-1-yl]-2-azaspiro[3.3]heptan-2-yl]-[6-[[4-(trifluoromethyl)-1H-imidazol-2-yl]methyl]-2-azaspiro[3.3]heptan-2-yl]methanone